FC=1C=2N(C=C(C1)NC(=O)C=1C=CC(=C3C=CN=NC13)N1CCNCC1)C=C(N2)C N-[8-fluoro-2-methylimidazo[1,2-a]pyridin-6-yl]-5-(piperazin-1-yl)cinnoline-8-carboxamide